N[C@@H](CO)[C@@H](\C=C\CCCCCCCCCCCCCCCCCCCCC)O (2S,3R,E)-2-aminohexacos-4-ene-1,3-diol